allyl-tributylphosphine bromide [Br-].C(C=C)CCCCP(CCCC)CCCC